2-(1-methyl-1H-tetrazol-5-ylsulfanyl)-5-trifluoromethyl-N-(4-trifluoromethyl-phenyl)-benzamide CN1N=NN=C1SC1=C(C(=O)NC2=CC=C(C=C2)C(F)(F)F)C=C(C=C1)C(F)(F)F